FC1=C(C=C(C(=C1)OC[C@H]1COCC1)F)NC=1C2=C(N=CN1)C=CC(=N2)O[C@@H]2CNCC2 N-[2,5-difluoro-4-[[(3R)-tetrahydrofuran-3-yl]methoxy]phenyl]-6-[(3S)-pyrrolidin-3-yl]oxy-pyrido[3,2-d]pyrimidin-4-amine